1-(4-(7-((3-chloro-4-fluorophenyl)amino)-1-methyl-6,7-dihydro-5H-benzo[c][1,2,3]triazolo[1,5-a]azepin-9-yl)-3,6-dihydropyridin-1(2H)-yl)ethan-1-one ClC=1C=C(C=CC1F)NC1C2=C(C=3N(CC1)N=NC3C)C=CC(=C2)C=2CCN(CC2)C(C)=O